ClC1=NC=C(C(=N1)NC1=C(C=CC=C1)S(=O)(=O)NC)Cl (2-((2,5-dichloropyrimidin-4-yl)amino)phenyl)-N-methylsulfonamide